(2R)-N-[(1R)-1-(2-acetyl-2,7-diazaspiro[3.5]nonane-7-carbonyl)-5-amino-pentyl]-2-[[(2R)-2-amino-3-phenyl-propionyl]amino]-4-methyl-pentanamide maleate C(\C=C/C(=O)O)(=O)O.C(C)(=O)N1CC2(C1)CCN(CC2)C(=O)[C@@H](CCCCN)NC([C@@H](CC(C)C)NC([C@@H](CC2=CC=CC=C2)N)=O)=O